CNCCO 2-(methyl-amino)ethanol